C1(CC1)N1C=C(C(C2=CC(=C(C=C12)N1CCN(CC1)CC(=O)NC1=CC=C(C=C1)C(\C=C\C1=CC(=CC=C1)[N+](=O)[O-])=O)F)=O)C(=O)O 1-Cyclopropyl-6-fluoro-7-[4-[2-[4-[(E)-3-(3-nitrophenyl)prop-2-enoyl]anilino]-2-oxoethyl]piperazin-1-yl]-4-oxoquinoline-3-carboxylic acid